ClC=1C(=NC(=NC1)NC1=NN(N=C1)C)C=1C=C2C(=NC1)CN(C2=O)CC(=O)N[C@H](CO)C2=CC(=CC(=C2)F)OCC 2-(3-{5-chloro-2-[(2-methyl-2H-1,2,3-triazol-4-yl)amino]pyrimidin-4-yl}-5-oxo-5H,6H,7H-pyrrolo[3,4-b]pyridin-6-yl)-N-[(1S)-1-(3-ethoxy-5-fluorophenyl)-2-hydroxyethyl]acetamide